C(C)C=1C=C(C=CC1)S(=O)(=O)N1CC(C1)C(=O)O 1-(3-ethylbenzenesulfonyl)azetidine-3-carboxylic acid